(2-chloro-4-(pyrazolo[1,5-a]pyrazin-4-yl)benzyl)carbamic acid tert-butyl ester C(C)(C)(C)OC(NCC1=C(C=C(C=C1)C=1C=2N(C=CN1)N=CC2)Cl)=O